[C@H]12CN(C[C@H](CC1)N2)C=2C1=C(N=C(N2)OC[C@H]2N(CCC2)C)C(N(CC1)C1=CC(=CC2=CC=C(C(=C12)F)F)O)=O 4-((1R,5S)-3,8-Diazabicyclo[3.2.1]octan-3-yl)-7-(7,8-difluoro-3-hydroxynaphthalen-1-yl)-2-(((S)-1-methylpyrrolidin-2-yl)methoxy)-6,7-dihydropyrido[3,4-d]pyrimidin-8(5H)-one